OC1=C(N2C(C3=C(C=CC(=C13)C)C1=CC=CC=C1)=NC=N2)C(=O)NCC(=O)O (6-Hydroxy-7-methyl-10-phenyl-[1,2,4]triazolo[5,1-a]isoquinoline-5-carbonyl)glycine